3-(2-amino-4-(3-amino-1H-indazol-5-yl)pyridin-3-yl)-N-methylpropanamide NC1=NC=CC(=C1CCC(=O)NC)C=1C=C2C(=NNC2=CC1)N